9-methyl-4-(pyridin-3-yl)-3,4,7,15-tetraazatricyclo[12.3.1.02,6]Octadecan-1(18),2,5,14,16-pentaen-8-one trifluoroacetate FC(C(=O)O)(F)F.CC1C(NC2=CN(N=C2C=2C=CN=C(CCCC1)C2)C=2C=NC=CC2)=O